3-[2-methoxy-4-[5-methyl-3-(4-pyridyl)-1H-pyrazol-4-yl]phenyl]benzenesulfonamide COC1=C(C=CC(=C1)C=1C(=NNC1C)C1=CC=NC=C1)C=1C=C(C=CC1)S(=O)(=O)N